CN1N=CC(=C1)C1=CC(=C(N=N1)NC1C[C@@H]2[C@@H](CN(C2)C([2H])([2H])C2CCOCC2)C1)C(F)(F)F (3aR,5s,6aS)-N-(6-(1-methyl-1H-pyrazol-4-yl)-4-(trifluoro-methyl)pyridazin-3-yl)-2-((tetrahydro-2H-pyran-4-yl)methyl-d2)octahydro-cyclopenta[c]pyrrol-5-amine